1-(isoquinoline-4-yl)ethan-1-one C1=NC=C(C2=CC=CC=C12)C(C)=O